5-cyclopropyl-N-(4-methoxybenzyl)-N-(5-methyl-1-(tetrahydro-2H-pyran-2-yl)-1H-pyrazol-3-yl)-2-(methylsulfonyl)-6-(3-(methylsulfonyl)piperidin-1-yl)pyrimidin-4-amine C1(CC1)C=1C(=NC(=NC1N1CC(CCC1)S(=O)(=O)C)S(=O)(=O)C)N(C1=NN(C(=C1)C)C1OCCCC1)CC1=CC=C(C=C1)OC